2-(3-(but-3-en-1-ylamino)-2-hydroxypropoxy)benzaldehyde C(CC=C)NCC(COC1=C(C=O)C=CC=C1)O